CC1=CC2=C(N=C(S2)NC(C2=CC=C(C=C2)N2CCOCC2)=O)C=C1 N-(6-Methylbenzothiazol-2-yl)-4-morpholinobenzamid